C(C)(=O)C1=C([C@@](C(=O)O)(O)Cl)C=CC=C1 R-acetyl-chloromandelic acid